N-(4-(trimethylsilyl)phenyl)acetamide C[Si](C1=CC=C(C=C1)NC(C)=O)(C)C